OC1=C2C=CC(OC2=CC(=C1C(=O)NC1CCN(CC1)S(=O)(=O)C)CCCCC)(CCC=C(C)C)C 5-hydroxy-2-methyl-2-(4-methylpent-3-en-1-yl)-N-(1-(methylsulfonyl)piperidin-4-yl)-7-pentyl-2H-chromen-6-carboxamide